C(C)(C)(C)OC(=O)N1C[C@@H](CC1)N.C1=CC=CC=2C3=CC=CC=C3N(C12)C1=CC=C(C=C1)N1C2=CC=CC=C2C=2C=CC=CC12 1,4-di(carbazole-9-yl)benzene tert-butyl-(R)-3-aminopyrrolidine-1-carboxylate